3-(5-(6-amino-2-fluoropyridin-3-yl-5-d)-1H-imidazol-2-yl)-7-(5-chloro-2-(1H-tetrazol-1-yl)phenyl-3-d)-2,3,8,8a-tetrahydroindolizin-5(1H)-one NC1=C(C=C(C(=N1)F)C1=CN=C(N1)C1CCC2CC(=CC(N12)=O)C1=C(C(=CC(=C1)Cl)[2H])N1N=NN=C1)[2H]